[Mg+2].S(=O)(=O)([O-])[O-] sulfate magnesium salt